[(S)-1-[[(S)-1-[[4-(hydroxymethyl)phenyl]amino]-1-oxo-5-ureidopentan-2-yl]amino]-3-methyl-1-oxobutan-2-yl]carbamic acid (9H-fluoren-9-yl)methyl ester C1=CC=CC=2C3=CC=CC=C3C(C12)COC(N[C@H](C(=O)N[C@H](C(=O)NC1=CC=C(C=C1)CO)CCCNC(=O)N)C(C)C)=O